3-(4-chloro-2-fluorophenyl)-2,2-difluoro-3-hydroxypropanamide ClC1=CC(=C(C=C1)C(C(C(=O)N)(F)F)O)F